1'-(3-(2,3-dichlorophenyl)imidazo[1,5-a]pyrazin-8-yl)-5,7-dihydrospiro[cyclopenta[c]pyridine-6,4'-piperidine]-5-amine ClC1=C(C=CC=C1Cl)C1=NC=C2N1C=CN=C2N2CCC1(CC2)C(C2=C(C=NC=C2)C1)N